S1C(=CC=C1)C1=CC=C(C=N1)SC1=C(C(=CC=C1)N)N ((6-(thiophen-2-yl)pyridin-3-yl)thio)benzene-1,2-diamine